5,6-dimethylindan-1-ol CC=1C=C2CCC(C2=CC1C)O